2,3-Pinandiol C12C(C(CC(C1(C)C)C2)O)(C)O